C(C)(C)C=1C(=NNC1C=1C=C(C=2N(C1)N=CN2)OC)C2=NC=C(C=C2)N2CC1(C2)CN(C1)C1COC1 6-(4-isopropyl-3-(5-(6-(oxetan-3-yl)-2,6-diazaspiro[3.3]hept-2-yl)pyridin-2-yl)-1H-pyrazol-5-yl)-8-methoxy-[1,2,4]triazolo[1,5-a]pyridine